BrC1=CC(=NC=C1)C1N(S(OC1)(=O)=O)C(=O)OC(C)(C)C tert-butyl 4-(4-bromopyridin-2-yl)-1,2,3-oxathiazolidine-3-carboxylate 2,2-dioxide